ClC1=CC=C(C=C1)CNC 1-(4-chlorophenyl)-N,N-dimethylamine